(4R,5R)-ethyl 2,2-dimethyl-5-(thiophen-3-yl)-1,3-dioxolan-4-carboxylate CC1(O[C@@H]([C@@H](O1)C(=O)OCC)C1=CSC=C1)C